Cl.Cl.Cl.FC1(CC(C1)CNCC=1C=CC=2N(C1)C=C(N2)CN)F 1-[6-({[(3,3-difluorocyclobutyl)methyl]amino}methyl)imidazo[1,2-a]pyridin-2-yl]methanamine trihydrochloride